tert-butyl (2R,5S)-2-carbamoyl-5-[2-(4-chloro-3-fluorophenoxy)acetamido]piperidine-1-carboxylate C(N)(=O)[C@@H]1N(C[C@H](CC1)NC(COC1=CC(=C(C=C1)Cl)F)=O)C(=O)OC(C)(C)C